ClC=1C=C(C=CC1)C=1N(N=C2[C@H](N(CCC21)C(=O)C=2C=C1C(=NC2)C=CO1)C)C |r| racemic-(3-(3-chlorophenyl)-2,7-dimethyl-2,4,5,7-tetrahydro-6H-pyrazolo[3,4-c]pyridin-6-yl)(furo[3,2-b]pyridin-6-yl)methanone